4-chloro-8-(1,1':4',1''-terphenyl-3-yl)[1]benzofuro[3,2-d]pyrimidine ClC=1C2=C(N=CN1)C1=C(O2)C=CC(=C1)C=1C=C(C=CC1)C1=CC=C(C=C1)C1=CC=CC=C1